4-((3-chlorobenzyl)amino)-N-((1,3-dimethyl-1H-pyrazol-4-yl)methyl)-6-(3,5-dimethylisoxazol-4-yl)quinoline-2-carboxamide ClC=1C=C(CNC2=CC(=NC3=CC=C(C=C23)C=2C(=NOC2C)C)C(=O)NCC=2C(=NN(C2)C)C)C=CC1